C1(=CC=CC=C1)S(=O)(=O)ON=C(C#N)C1=C(C=CC=C1Cl)Cl alpha-(benzenesulfonyloxyimino)-2,6-dichlorophenylacetonitrile